3-(1-methyl-4-(5-(pyrimidin-4-yl)-4H-1,2,4-triazol-3-yl)piperidin-4-ylamino)benzamide hydrochloride Cl.CN1CCC(CC1)(C1=NN=C(N1)C1=NC=NC=C1)NC=1C=C(C(=O)N)C=CC1